O[C@H](COC=1C=C(C=CC1)S(=O)(=O)C(CO)(C)C)CN[C@H]1COC2(C1)CCN(CC2)S(=O)(=O)C=2C=C1C=CC=NC1=CC2 2-(3-((S)-2-hydroxy-3-((R)-8-(quinolin-6-ylsulfonyl)-1-oxa-8-azaspiro[4.5]decan-3-ylamino)propoxy)benzenesulfonyl)-2-methylpropan-1-ol